piperazin-2-one-mono-hydrochloride Cl.N1C(CNCC1)=O